2-Ethyl-2-(((3-((2-hydroxyethyl)thio) propanoyl)oxy)methyl)propane-1,3-diyl bis(3-((2-hydroxy ethyl)thio)propanoate) OCCSCCC(=O)OCC(COC(CCSCCO)=O)(COC(CCSCCO)=O)CC